N=1N=CN2C1C=NC=1C3=C(C=CC21)CC=C3 7H-cyclopenta[f][1,2,4]triazolo[4,3-a]quinoxaline